SCCC[Na] 3-mercapto-1-propyl-sodium